(R)-3-(5-(1-aminoisoquinolin-5-yl)-3-((2-(2-ethoxy-2-oxoethyl)phenoxy)methyl)-1H-indazol-1-yl)pyrrolidine-1-carboxylic acid ethyl ester C(C)OC(=O)N1C[C@@H](CC1)N1N=C(C2=CC(=CC=C12)C1=C2C=CN=C(C2=CC=C1)N)COC1=C(C=CC=C1)CC(=O)OCC